(2-fluoro-6-(pyrimidin-2-yl)phenyl)((1S,4R,6R)-6-((5-methylpyridin-2-yl)amino)-2-azabicyclo[2.2.2]oct-2-yl)methanone FC1=C(C(=CC=C1)C1=NC=CC=N1)C(=O)N1[C@@H]2[C@@H](C[C@H](C1)CC2)NC2=NC=C(C=C2)C